6-((5-Fluoropyridin-2-yl)amino)-4-((2-methoxy-3-(trifluoromethyl)phenyl)amino)-N-methylnicotinamide FC=1C=CC(=NC1)NC1=NC=C(C(=O)NC)C(=C1)NC1=C(C(=CC=C1)C(F)(F)F)OC